diisopropyl oxybis(ethyl trifluoroacetoacetate) zirconium [Zr].O(C(C(C(C(=O)OC(C)C)(F)CC)=O)(F)F)C(C(C(C(=O)OC(C)C)(F)CC)=O)(F)F